1-ethyl-1-methyl-4-butyl-piperazinium chloride [Cl-].C(C)[N+]1(CCN(CC1)CCCC)C